C(C=CC)(=O)OCC1CO1 monoglycidyl butenoate